C(C)(=O)N(N(C(=O)C1=CC=2C3=C(C(=NC2C=C1)N)C=NN3C)CC3=C(C=C(C=C3)F)F)C N'-acetyl-4-amino-N-[(2,4-difluorophenyl)methyl]-N',1-dimethyl-pyrazolo[4,3-c]quinoline-8-carbohydrazide